N1=C(NC2=C1C=1CCCCC1C=C2)CCNCCC=2OC=C(N2)C(=O)N 2-(2-((2-(6,7,8,9-tetrahydro-3H-naphtho[1,2-d]imidazol-2-yl)ethyl)amino)ethyl)oxazole-4-carboxamide